(E)-4-hydroxy-4,4-bis(naphthalen-2-yl)-2-butenal OC(/C=C/C=O)(C1=CC2=CC=CC=C2C=C1)C1=CC2=CC=CC=C2C=C1